C(C)N(CC(=O)O)C1=C(C=CC(=C1)C1=NC(=NS1)Cl)Cl.BrCCC1OC1 2-bromoethyl-oxirane ethyl-(2-chloro-5-(3-chloro-1,2,4-thiadiazol-5-yl)phenyl)glycinate